diphenyl-dihydro-dibenzoazasilaine C1(=CC=CC=C1)C1(CC=CC2=C1C1=C([SiH]=N2)C=CC=C1)C1=CC=CC=C1